methyl 2-(3-bromo-2-fluorophenyl)-6-((tert-butyldimethylsilyl)oxy)-2-methylhexanoate BrC=1C(=C(C=CC1)C(C(=O)OC)(CCCCO[Si](C)(C)C(C)(C)C)C)F